benzofuran-4-carboxylic acid O1C=CC=2C1=CC=CC2C(=O)O